ethyl 4-(benzyloxy)-5-bromo-6-((2R,3S,4S,5R)-3-(3,4-difluoro-2-methoxyphenyl)-4,5-dimethyl-5-(trifluoromethyl)tetrahydrofuran-2-yl)-2-methylnicotinate C(C1=CC=CC=C1)OC1=C(C(=NC(=C1C(=O)OCC)C)[C@@H]1O[C@]([C@H]([C@H]1C1=C(C(=C(C=C1)F)F)OC)C)(C(F)(F)F)C)Br